P(=O)(OCCCCCCCC\C=C/CCCCCCCC)([O-])[O-] oleyl phosphate